N-[2-(3,4-dihydroxyphenyl)ethyl]-5-norbornene-2-carboxylic acid amide OC=1C=C(C=CC1O)CCNC(=O)C1C2C=CC(C1)C2